C1=CC=CC=2C3=CC=CC=C3N(C12)C1=CC(=CC=C1)N1C2=CC=CC=C2C=2C=CC=CC12 1,3-dicarbazol-9-yl-benzene